3-((tert-butoxycarbonyl)amino)-7,8-difluoronaphthalene C(C)(C)(C)OC(=O)NC=1C=CC2=C(C(=CC=C2C1)F)F